CC1=C(C(=NO1)C=1C=NC(=CC1)C)COC1=CC=C(N=N1)C(=O)N[C@H]1CCOCCC1 |r| (RS)-6-((5-Methyl-3-(6-methylpyridin-3-yl)isoxazol-4-yl)methoxy)-N-(oxepan-4-yl)pyridazin-3-carboxamid